FC1=CC=2N(C=C1)C(=CN2)C2=C1CNC(C1=C(C=C2)NC2=NC=C(C=C2)N2C[C@@H](CCC2)[C@H](C)O)=O 4-(7-fluoroimidazo[1,2-a]pyridin-3-yl)-7-((5-((R)-3-((S)-1-hydroxyethyl)piperidin-1-yl)pyridin-2-yl)amino)isoindolin-1-one